Cyclopropyl-6-(1-((4-fluorophenyl)carbamoyl)cyclobutyl)-3,4-dihydro-1,5-naphthyridin-1(2H)-carboxylat C1(CC1)OC(=O)N1CCCC2=NC(=CC=C12)C1(CCC1)C(NC1=CC=C(C=C1)F)=O